(S)-4-(3-(3-chloro-5-(trifluoromethyl)-phenethyl)-3-(dimethylamino)piperidin-1-yl)-N-(2,4-dimethoxybenzyl)-2,6-difluoro-N-(pyrimidin-4-yl)benzenesulfonamide ClC=1C=C(CC[C@]2(CN(CCC2)C2=CC(=C(C(=C2)F)S(=O)(=O)N(C2=NC=NC=C2)CC2=C(C=C(C=C2)OC)OC)F)N(C)C)C=C(C1)C(F)(F)F